CC\C=C/OCCOCCOCCO\C=C/CC (3Z,15Z)-5,8,11,14-tetraoxaoctadecane-3,15-diene